ClC1=NC(=NC(=N1)NCC)NCC 1-chloro-3,5-bis-ethylamino-2,4,6-triazine